4-((2,2-dimethyltetrahydro-2H-pyran-4-yl)amino)-2-((8-(1-methyl-1H-pyrazol-5-yl)-2,3-dihydrobenzo[b][1,4]dioxin-5-yl)amino)-7H-pyrrolo[2,3-d]pyrimidine-5-carbonitrile CC1(OCCC(C1)NC=1C2=C(N=C(N1)NC1=CC=C(C=3OCCOC31)C3=CC=NN3C)NC=C2C#N)C